3-(6-((S)-4-((5-chloro-4-((1-methyl-2-oxoindolin-5-yl)amino)pyrimidin-2-yl)(methyl)amino)-2-oxopiperidin-1-yl)-1-methyl-1H-indazol-3-yl)piperidine-2,6-dione ClC=1C(=NC(=NC1)N([C@@H]1CC(N(CC1)C1=CC=C2C(=NN(C2=C1)C)C1C(NC(CC1)=O)=O)=O)C)NC=1C=C2CC(N(C2=CC1)C)=O